ClC1=CC=C(C=C1)CC(=O)N1CCC2=CC(=CC=C12)NS(=O)(=O)C1CCCCC1 N-(1-(2-(4-chlorophenyl)acetyl)indolin-5-yl)cyclohexanesulfonamide